N-((1s,4s)-4-((7-morpholino-1,6-naphthyridin-5-yl)oxy)cyclohexyl)morpholine-4-carboxamide O1CCN(CC1)C1=NC(=C2C=CC=NC2=C1)OC1CCC(CC1)NC(=O)N1CCOCC1